3-(2-Bromo-thiazol-4-yl)-5-methyl-[1,2,4]oxadiazole BrC=1SC=C(N1)C1=NOC(=N1)C